4-((3-(difluoromethyl)-5-(3-(1-(o-tolyl)cyclopropyl)-1,2,4-oxadiazol-5-yl)-1H-pyrazol-1-yl)methyl)benzoic acid FC(C1=NN(C(=C1)C1=NC(=NO1)C1(CC1)C1=C(C=CC=C1)C)CC1=CC=C(C(=O)O)C=C1)F